N1CC(CC1)CS(=O)(=O)[O-] pyrrolidin-3-ylmethylsulfonate